tert-butyl-4-(4-(benzylamino)-2-(4-carbamoyl-2-methyl-1H-indol-1-yl)pyrrolo[2,1-f][1,2,4]triazine-7-carboxamido)-3,3-difluoropyrrolidine C(C)(C)(C)N1CC(C(C1)NC(=O)C1=CC=C2C(=NC(=NN21)N2C(=CC1=C(C=CC=C21)C(N)=O)C)NCC2=CC=CC=C2)(F)F